1-AMINONAPHTHALENE-3-BORONIC ACID NC1=CC(=CC2=CC=CC=C12)B(O)O